ClC=1C(=NC(=NC1)NC=1C(=NN(C1)C)OC)C1=CNC2=C(C=CC=C12)NC(=O)[C@H]1N(CCC1)S(=O)(=O)C (S)-N-(3-(5-chloro-2-((3-methoxy-1-meth-yl-1H-pyrazol-4-yl)amino)pyrimidin-4-yl)-1H-indol-7-yl)-1-(methanesulfonyl)pyrrolidine-2-carboxamide